methyl 2-(3-chloro-4-fluoro-phenyl)-6-[(3-chloropyrazol-1-yl)methyl]-1-ethyl-4-oxo-pyridine-3-carboxylate ClC=1C=C(C=CC1F)C=1N(C(=CC(C1C(=O)OC)=O)CN1N=C(C=C1)Cl)CC